N[C@H]1C[C@H](N(CC1)C(=O)N1CC2(CCCC2)[C@@H](CC1)CN1C(C=C(C=C1)C1=CC=CC=C1)=O)CC 1-(((R)-7-((2R,4R)-4-Amino-2-ethylpiperidine-1-carbonyl)-7-azaspiro[4.5]decan-10-yl)methyl)-4-phenylpyridin-2(1H)-one